C(=CCCCCCCCCCCCCCCCC)N1C(=C(C(C2=CC=C(C=C12)OCC1=CC=CC=C1)=O)OCC1=CC=CC=C1)C1=CC(=C(C=C1)OCC1=CC=CC=C1)OCC1=CC=CC=C1 N-octadecenyl-2-(3,4-dibenzyloxyphenyl)-3,7-dibenzyloxyquinolin-4-one